bromo-3-(2,2,2-trifluoroacetyl)spiro[cyclohexane-1,2'-indene]-1',4(3'H)-dione BrC1C2(C(C3=CC=CC=C13)=O)CC(C(CC2)=O)C(C(F)(F)F)=O